tert-butyl 4-[7-fluoro-5-(2-methylindazol-5-yl)indazol-2-yl]piperidine-1-carboxylate FC1=CC(=CC2=CN(N=C12)C1CCN(CC1)C(=O)OC(C)(C)C)C1=CC2=CN(N=C2C=C1)C